OCC(NC(C=C)=O)(CO)CO N-[tris(hydroxymethyl)methyl]-acrylamide